C(C)OC(CCC(=O)C1=NC(=CC(=C1O)C#N)C)=O 4-(4-Cyano-3-hydroxy-6-methyl-pyridin-2-yl)-4-oxo-butyric acid ethyl ester